FC(C1=CC=C(C=C1)C(CC)N1CCC(CC1)NC(OC(C)(C)C)=O)(F)F tert-butyl N-[1-[1-[4-(trifluoromethyl)phenyl]propyl]-4-piperidyl]carbamate